3-bromo-1-(2-methoxyethyl)-1H-pyrazolo[4,3-b]pyridine BrC1=NN(C=2C1=NC=CC2)CCOC